NC1=NC(=C(C(=N1)C)C#N)N[C@@H](CC)C=1N(S(C2=C(C1)C=CC=C2C#CC=2C=NN(C2)C)(O)O)C2=CC=CC=C2 (S)-2-amino-4-methyl-6-((1-(8-((1-methyl-1H-pyrazol-4-yl)ethynyl)-1,1-dihydroxy-2-phenyl-2H-benzo[e][1,2]thiazin-3-yl)propyl)amino)pyrimidine-5-carbonitrile